ClC1=NC=2CCCC(C2C=C1)N(C(OC(C)(C)C)=O)C[C@H]1NC(CC1)=O tert-butyl (2-Chloro-5,6,7,8-tetrahydroquinolin-5-yl)(((S)-5-oxopyrrolidin-2-yl)methyl)carbamate